3-((8-(tert-butoxycarbonyl)-5,6,7,8-tetrahydro-1,8-naphthyridin-2-yl)methyl)cyclobutane-1-carboxylic acid C(C)(C)(C)OC(=O)N1CCCC=2C=CC(=NC12)CC1CC(C1)C(=O)O